COC1=CC=C(CN2C3=C(C=C(CC2=O)C=2OC(=CN2)C)C=CC(=C3)C=3C=NN(C3)CCN3CCOCC3)C=C1 1-(4-methoxybenzyl)-4-(5-methyloxazol-2-yl)-8-(1-(2-morpholinoethyl)-1H-pyrazol-4-yl)-1,3-dihydro-2H-benzo[b]azepin-2-one